3,4-bis((tert-butyldimethylsilyl)oxy)-N-(4-(chlorodifluoromethoxy)phenyl)-2'-oxo-4'-(1H-pyrazol-5-yl)spiro[cyclopentane-1,3'-indoline]-6'-carboxamide [Si](C)(C)(C(C)(C)C)OC1CC2(C(NC3=CC(=CC(=C23)C2=CC=NN2)C(=O)NC2=CC=C(C=C2)OC(F)(F)Cl)=O)CC1O[Si](C)(C)C(C)(C)C